O[C@H](C(=O)O)CC1=CC=C(C=C1)I (S)-2-hydroxy-3-(4-iodophenyl)propanoic acid